tert-butyl (1R,5S)-3-((S or R)-6,8-dichloro-2-(3-(dimethylamino)azetidin-1-yl)-7-(3-hydroxynaphthalen-1-yl)quinazolin-4-yl)-3,8-diazabicyclo[3.2.1]octane-8-carboxylate ClC=1C=C2C(=NC(=NC2=C(C1C1=CC(=CC2=CC=CC=C12)O)Cl)N1CC(C1)N(C)C)N1C[C@H]2CC[C@@H](C1)N2C(=O)OC(C)(C)C